C(C)OC(=O)C=1N(C2=CC=C(C=C2C1)N)CCC 5-Amino-1-propyl-1H-indole-2-carboxylic acid ethyl ester